ClC1=CC2=C(C=N1)C(=CN2C2=NC(=CC=C2)C(C)(F)F)C(F)F 6-chloro-1-(6-(1,1-difluoroethyl)pyridin-2-yl)-3-(difluoromethyl)-1H-pyrrolo[3,2-C]pyridine